N-{[(3S,4R) or (3R,4S)-4-methyl-2-[6-methyl-3-(2H-1,2,3-triazol-2-yl)pyridine-2-carbonyl]-2-azabicyclo[3.1.1]heptan-3-yl]methyl}-5-(trifluoromethyl)pyridin-2-amine C[C@H]1[C@H](N(C2CC1C2)C(=O)C2=NC(=CC=C2N2N=CC=N2)C)CNC2=NC=C(C=C2)C(F)(F)F |o1:1,2|